[Br-].C(C=C)(=O)NCCC[N+](CC1=CC=CC=C1)(C)C N-acrylamidopropyl-N,N-dimethyl-N-benzyl-ammonium bromide